2-((2-azidoethyl)disulfanyl)ethyl 3-(4-((2-aminoethyl)amino)-1,3-dioxoisoindolin-2-yl)-2,6-dioxopiperidine-1-carboxylate NCCNC1=C2C(N(C(C2=CC=C1)=O)C1C(N(C(CC1)=O)C(=O)OCCSSCCN=[N+]=[N-])=O)=O